benzyl (2-((tert-butoxycarbonyl)(2-fluoroethyl)amino)ethyl)(methyl)carbamate C(C)(C)(C)OC(=O)N(CCN(C(OCC1=CC=CC=C1)=O)C)CCF